BrC1=CC=C(C=C1)S(=O)(=O)C1=CC(=NC=C1)C#N 4-((4-bromophenyl)sulfonyl)pyridinenitrile